6-[[(2S,3R,4R,5R)-3-(3,4-difluoro-2-methoxy-phenyl)-4,5-dimethyl-5-(trifluoromethyl)tetrahydrofuran-2-carbonyl]amino]pyrimidine-4-carboxamide FC=1C(=C(C=CC1F)[C@@H]1[C@H](O[C@]([C@@H]1C)(C(F)(F)F)C)C(=O)NC1=CC(=NC=N1)C(=O)N)OC